3-amino-4-(4-fluorophenylethylamino)-6-methylaminopyrimidinebutylamine NN1C(N=C(C=C1NCCC1=CC=C(C=C1)F)NC)CCCCN